4-((2S,5R)-2,5-diethyl-4-(1-(4-(trifluoromethyl)phenyl)ethyl)piperazin-1-yl)-6-(difluoromethyl)-1-methylpyrido[3,2-d]pyrimidin-2(1H)-one C(C)[C@@H]1N(C[C@H](N(C1)C(C)C1=CC=C(C=C1)C(F)(F)F)CC)C=1C2=C(N(C(N1)=O)C)C=CC(=N2)C(F)F